6-(4-amino-1-tert-butyl-pyrazolo[3,4-d]pyrimidin-3-yl)-N-(4-pyridinyl)-1H-indole-2-carboxamide NC1=C2C(=NC=N1)N(N=C2C2=CC=C1C=C(NC1=C2)C(=O)NC2=CC=NC=C2)C(C)(C)C